OC[C@H]1CN(CC1)C(=O)OC(C)(C)C Tert-butyl (3R)-3-(hydroxymethyl)pyrrolidine-1-carboxylate